N-(3-(dimethylamino)propyl)-3-((3-chlorophenyl)thio)quinoxaline-2-carboxamide CN(CCCNC(=O)C1=NC2=CC=CC=C2N=C1SC1=CC(=CC=C1)Cl)C